tert-butyl (R)-(1-(4-cyanothiophen-2-yl)-2-hydroxyethyl)carbamate C(#N)C=1C=C(SC1)[C@@H](CO)NC(OC(C)(C)C)=O